6-cyclohexyl-6-hydroxy-2-azaspiro[3.3]heptane-2-carboxylic acid tert-butyl ester C(C)(C)(C)OC(=O)N1CC2(C1)CC(C2)(O)C2CCCCC2